P(O)(=O)(OP(=O)(O)OP(=O)(O)O)OC[C@@H]1[C@H]([C@H]([C@@H](O1)N1C=NC=2C(N)=NC(=NC12)Cl)O)O.ClC1=NC=C(C(=N1)Cl)CN1CC(CC1)(F)F 2,4-dichloro-5-((3,3-difluoropyrrolidin-1-yl)methyl)pyrimidine 2-chloro-adenosine-5'-triphosphate